BrC1=CC=2C3(C4=CC(=C(C(=C4OC2C(=C1[O-])Br)Br)[O-])Br)OC(C1=C3C(=C(C(=C1Cl)Cl)Cl)Cl)=O.[Na+].[Na+] Disodium 2',4',5',7'-tetrabromo-4,5,6,7-tetrachloro-3-oxospiro[2-benzofuran-1,9'-xanthene]-3',6'-diolate